(R)-(2-(aminomethyl)-5,5-difluoroPiperidin-1-yl)(6-((4-ethoxypyridin-2-yl)amino)-3-methylpyridin-2-yl)methanone NC[C@@H]1N(CC(CC1)(F)F)C(=O)C1=NC(=CC=C1C)NC1=NC=CC(=C1)OCC